(3-((2-(tert-butoxycarbonyl)isoindolin-5-yl)oxy)propyl)triphenylphosphonium bromide [Br-].C(C)(C)(C)OC(=O)N1CC2=CC=C(C=C2C1)OCCC[P+](C1=CC=CC=C1)(C1=CC=CC=C1)C1=CC=CC=C1